C1(CCC1)[C@H]1[C@H](C2=CC=C(C=C2CC1)O)C1=CC=C(C=C1)N1CCC(CC1)CN1CCN(CC1)C=1C=C2CN(C(C2=CC1)=O)C1C(NC(CC1)=O)=O 3-(5-(4-((1-(4-((1S,2S)-2-cyclobutyl-6-hydroxy-1,2,3,4-tetrahydronaphthalene-1-yl)phenyl)piperidin-4-yl)methyl)piperazin-1-yl)-1-oxoisoindolin-2-yl)piperidine-2,6-dione